The molecule is a methoxyisoflavan that is isoflavan substituted by a hydroxy group at position 2', methoxy groups at positions 6 and 3', a 2-carboxyethenyl group at position 5' and a sulfoxy group at position 4. It is an organic sulfate, a sulfuric ester, an alpha,beta-unsaturated monocarboxylic acid, a methoxyisoflavan and a member of hydroxyisoflavans. It is a conjugate acid of a torvanol A(1-). COC1=CC2=C(C=C1)OC[C@H]([C@@H]2OS(=O)(=O)O)C3=C(C(=CC(=C3)/C=C/C(=O)O)OC)O